[Si](C)(C)(C(C)(C)C)O[C@@H]1C[C@H](N(C1)C(=O)OC(C)(C)C)CO[Si](C)(C)C(C)(C)C tert-butyl (2S,4R)-4-{[tert-butyl(dimethyl)silyl]oxy}-2-({[tert-butyl(dimethyl)silyl]oxy}methyl)pyrrolidine-1-carboxylate